N-(4-(((3,5-dicyano-4-ethyl-6-(4-methyl-1,4-diazepan-1-yl)pyridin-2-yl)Thio)methyl)-2-fluorophenyl)acetamide C(#N)C=1C(=NC(=C(C1CC)C#N)N1CCN(CCC1)C)SCC1=CC(=C(C=C1)NC(C)=O)F